COC=1C=C(CN(C2=CC(=CC=C2)COCCOCCN2CCOCC2)CC2=CC(=CC=C2)N2CCCC2)C=CC1 N-(3-methoxybenzyl)-3-((2-(2-morpholinoethoxy)ethoxy)methyl)-N-(3-(pyrrolidin-1-yl)benzyl)aniline